FC1=CN2CC(CC3=CC(=CC1=C23)F)N(C(OC(C)(C)C)=O)C tert-butyl (1,8-difluoro-5,6-dihydro-4H-pyrrolo[3,2,1-ij]quinolin-5-yl)(methyl)carbamate